5-fluoro-2-methoxy-N-(3-methoxy-4-(4,4,5,5-tetramethyl-1,3,2-dioxaborolan-2-yl)benzyl)benzamide potassium [K].FC=1C=CC(=C(C(=O)NCC2=CC(=C(C=C2)B2OC(C(O2)(C)C)(C)C)OC)C1)OC